FC(C=1C=C(SC1)C1=CC(=C2C=CC=NC2=C1)OC[C@@H]1CN(CCO1)C(=O)OC(C)(C)C)F tert-butyl (2S)-2-[({7-[4-(difluoromethyl)thiophen-2-yl]quinolin-5-yl}oxy)methyl]morpholine-4-carboxylate